ClC1=C(C(=CC=C1)C)C=NO N-[(2-chloro-6-methylphenyl)methylene]Hydroxylamine